O1N=C(C2=C1C=CC=C2)C2=C(\C=N\[S@@](=O)C(C)(C)C)C=C(C=C2)OC (S,E)-N-[2-(Benzo[d]isoxazol-3-yl)-5-methoxybenzylidene]-2-methylpropane-2-sulfinamide